(Z)-1-(4-Hydroxyphenyl)-3-[4-[(Z)-3-(4-hydroxyphenyl)-3-oxoprop-1-enyl]phenyl]prop-2-en-1-one OC1=CC=C(C=C1)C(\C=C/C1=CC=C(C=C1)\C=C/C(=O)C1=CC=C(C=C1)O)=O